rac-benzyl N-[4-[4-amino-2-(N-(2-amino-1-methyl-2-oxo-ethyl)-3,4-difluoro-anilino)thiazole-5-carbonyl]phenyl]carbamate NC=1N=C(SC1C(=O)C1=CC=C(C=C1)NC(OCC1=CC=CC=C1)=O)N(C1=CC(=C(C=C1)F)F)[C@@H](C(=O)N)C |r|